4-chloro-6-fluoro-1-methyl-2-oxo-1,2-dihydroquinoline-3-carbonitrile ClC1=C(C(N(C2=CC=C(C=C12)F)C)=O)C#N